6-hydroxypyridine-3-boronic acid OC1=CC=C(C=N1)B(O)O